C(C)(C)(C)OC(=O)N1[C@@H](C[C@H](C1)C(F)(F)F)C(=O)N[C@@H](C[C@H]1C(NCC1)=O)C(=O)N (4R)-1-(tert-Butoxycarbonyl)-4-(trifluoromethyl)-L-prolyl-3-[(3S)-2-oxopyrrolidin-3-yl]-L-alaninamide